7-chloro-6-fluoro-3-({[(3S)-1-(6-methylpyridin-3-yl)piperidin-3-yl][(2-methylpyridin-4-yl)methyl]amino}methyl)-1-(propan-2-yl)-1,4-dihydro-1,8-naphthyridin-4-one ClC1=C(C=C2C(C(=CN(C2=N1)C(C)C)CN(CC1=CC(=NC=C1)C)[C@@H]1CN(CCC1)C=1C=NC(=CC1)C)=O)F